CC1(O[C@H]2[C@H]([C@H](OC[C@@H]2OC2=NC(=CC=C2)C(F)(F)F)CN2CCN(CC2)CC2=CC=C(OCC(=O)O)C=C2)O1)C 2-(4-((4-(((3aS,4R,7S,7aR)-2,2-dimethyl-7-((6-(trifluoromethyl)pyridin-2-yl)oxy)tetrahydro-4H-[1,3]dioxolo[4,5-c]pyran-4-yl)methyl)piperazin-1-yl)methyl)phenoxy)acetic acid